[N+](=O)([O-])C1=CC=C(C(=O)OC[C@@]2(C=C3C(C(C4(C(=C3C2O)C)CC4)(C)O)=O)C)C=C1 ((2'S)-3',6'-dihydroxy-2',4',6'-trimethyl-7'-oxo-2',3',6',7'-tetrahydrospiro[cyclopropane-1,5'-inden]-2'-yl)methyl 4-nitrobenzoate